CN1C(=NC=2C(=NC(=CC21)C2=CC=C(C=C2)CN2CCC(CC2)N2CCCC2)C)C2=CC=C(C=C2)S(=O)(=O)C 1,4-dimethyl-2-(4-(methylsulfonyl)phenyl)-6-(4-((4-(pyrrolidin-1-yl)piperidin-1-yl)methyl)phenyl)-1H-imidazo[4,5-c]pyridine